CC=1CC=2C(C3=CC=C(C=C3C(C2CC1)=O)C)=O 2,6-dimethyl-1,4-dihydro-9,10-anthraquinone